ClC=1N=CC2=C(N1)N(C(C=C2C)=O)C2CN(CCC2)C(=O)OC(C)(C)C Tert-butyl 3-(2-chloro-5-methyl-7-oxopyrido[2,3-d]pyrimidin-8(7H)-yl)piperidine-1-carboxylate